5,5-Difluorospiro[3.3]heptane-2-carboxylic acid FC1(C2(CC(C2)C(=O)O)CC1)F